P(=O)(OCCCCCCCCCCCOC(C=C)=O)([O-])[O-] acryloyloxyundecyl phosphate